5-methoxy-2,3-dihydrobenzofuran COC=1C=CC2=C(CCO2)C1